ethenyl-tin tri(n-propoxide) [O-]CCC.[O-]CCC.[O-]CCC.C(=C)[Sn+3]